FC1=C(C=CC=C1)C1=C(N)C=C(C=C1)C 2-(2-fluorophenyl)-5-methyl-aniline